N1CCC(CC1)N1N=CC(=C1)C=1C=NC2=CC=CC(=C2N1)C=1CCN(CC1)C(=O)OC(C)(C)C tert-butyl 4-(3-(1-(piperidin-4-yl)-1H-pyrazol-4-yl) quinoxalin-5-yl)-3,6-dihydropyridine-1(2H)-carboxylate